FC1=CC=C(NCC2(CCN(CC2)CC=2C=NC(=CC2)C)C2=NC=CC=C2)C=C1 4-fluoro-N-((1-((6-methylpyridin-3-yl)methyl)-4-(pyridin-2-yl)piperidin-4-yl)methyl)aniline